Cl.Cl.C1(=CC=CC=C1)[C@H]1[C@@H](CNC1)C(=O)NC1=CC=C(C=C1)OC=1C=NC=CC1 |r| (±)-trans-4-phenyl-N-[4-(pyrid-3-yloxy)phenyl]pyrrolidine-3-carboxamide dihydrochloride